C(C)(C)(C)C=1C=C(C=CC1)[C@H](C)NC(=O)C1=CC2=C(N(C(=N2)C)CC=2C=C(OC(C(=O)OC)(C)C)C=CC2)C=C1 methyl (S)-2-(3-((5-((1-(3-(tert-butyl)phenyl)ethyl)carbamoyl)-2-methyl-1H-benzo[d]imidazol-1-yl)methyl) phenoxy)-2-methylpropanoate